ClC1=CC(=NC=C1Cl)NC(=O)C1CC1 N-(4,5-dichloropyridin-2-yl)cyclopropylcarboxamide